(-)-1-[3-[4-(2,4-Difluorophenyl)phenyl]azetidine-1-carbonyl]pyrrolidine-3-carboxamide FC1=C(C=CC(=C1)F)C1=CC=C(C=C1)C1CN(C1)C(=O)N1CC(CC1)C(=O)N